C(C)(=O)OC[C@H](OC)[C@@H](OC)[C@H](OC(C)=O)[C@H](OC(C)=O)COC(C)=O 1,4,5,6-tetra-O-acetyl-2,3-di-O-methyl-D-glucitol